6,6-dimethyl-3-{6-[(3S)-3-methylpiperazin-4-ium-1-carbonyl]-1H-indol-1-ium-2-yl}-4,5,6,7-tetrahydro-1H-indazol-1-ium trichloride [Cl-].[Cl-].[Cl-].CC1(CCC=2C(=N[NH2+]C2C1)C=1[NH2+]C2=CC(=CC=C2C1)C(=O)N1C[C@@H]([NH2+]CC1)C)C